3-bromo-2-fluoro-6-(fluoromethyl)benzoic acid BrC=1C(=C(C(=O)O)C(=CC1)CF)F